C1(CC1)C=1NC(=NN1)C1CC2(CN(C2)C(=O)N2CC3(C2)CN(C3)CC=3N=NC(=CC3)C(F)(F)F)C1 [6-(5-cyclopropyl-4H-1,2,4-triazol-3-yl)-2-azaspiro[3.3]heptan-2-yl]-[6-[[6-(trifluoromethyl)pyridazin-3-yl]methyl]-2,6-diazaspiro[3.3]heptan-2-yl]methanone